C1(CCCC1)NC1=C2C=CN=CC2=C2C(=C1)C=CC=C2.[Na] Sodium 5-(cyclopentylamino)benzo[h]isoquinoline